2-methoxy-1-(4-aminophenyl)ethanone COCC(=O)C1=CC=C(C=C1)N